ClC=1C=C(C=CC1N1C(N(C=C1)C)=O)C1=C(C(=CC(=C1)F)C1=CC(=NC=C1)N1C[C@H](CC1)C(=O)N)O (S)-1-(4-(3'-chloro-5-fluoro-2-hydroxy-4'-(3-methyl-2-oxo-2,3-dihydro-1H-imidazol-1-yl)-[1,1'-biphenyl]-3-yl)pyridin-2-yl)pyrrolidin-3-carboxamide